3-amino-5-fluoro-2H-[1,2'-bipyridin]-2-one NC=1C(N(C=C(C1)F)C1=NC=CC=C1)=O